4,4-difluoro-1-(3-(2-(6-(methylsulfonyl)pyridin-3-yl)furo[3,2-b]pyridin-7-yl)phenyl)cyclohexan-1-ol FC1(CCC(CC1)(O)C1=CC(=CC=C1)C1=C2C(=NC=C1)C=C(O2)C=2C=NC(=CC2)S(=O)(=O)C)F